4-(cyclohex-3-en-1-yloxy)-3-ethoxybenzaldehyde C1(CC=CCC1)OC1=C(C=C(C=O)C=C1)OCC